4-(1-(5-chloropyridin-2-yl)-3,3-dimethyl-2,3-dihydro-1H-pyrrolo[3,2-b]pyridine-5-carbonyl)-3,3-dimethylpiperazin ClC=1C=CC(=NC1)N1CC(C2=NC(=CC=C21)C(=O)N2C(CNCC2)(C)C)(C)C